C(C)(=O)O[C@H]1[C@H](OC([C@@H]([C@H]1OC(C)=O)OC(C)=O)SC(C)=O)COC(C)=O (2R,3S,4S,5R)-2-(acetoxymethyl)-6-(acetylthio)tetrahydro-2H-pyran-3,4,5-triyl triacetate